({3-Hydroxy-5-[3-(pyrrolidine-1-carbonyl)phenyl]-pyridine-2-carbonyl}amino)acetic acid OC=1C(=NC=C(C1)C1=CC(=CC=C1)C(=O)N1CCCC1)C(=O)NCC(=O)O